2-((4-fluorophenyl)sulfonylamino)-N-(4-(4-isopropylphenyl)thiazol-2-yl)benzamide FC1=CC=C(C=C1)S(=O)(=O)NC1=C(C(=O)NC=2SC=C(N2)C2=CC=C(C=C2)C(C)C)C=CC=C1